(S)-2-((((9H-fluoren-9-yl)methoxy)carbonyl)amino)-3-(4-((pyrrolidine-1-carbonyl)oxy)phenyl)propanoic acid C1=CC=CC=2C3=CC=CC=C3C(C12)COC(=O)N[C@H](C(=O)O)CC1=CC=C(C=C1)OC(=O)N1CCCC1